5-chloro-7-(4-chloro-2-fluoro-phenyl)-N,N-dimethyl-thiazolo[4,5-d]pyrimidin-2-amine ClC=1N=C(C2=C(N1)N=C(S2)N(C)C)C2=C(C=C(C=C2)Cl)F